OC1=C(CN2C3=C(OCC2=O)C=C(C=C3)NC(=O)NC3=CC=C2C=CNC2=C3)C=CC=C1 1-(4-(2-hydroxybenzyl)-3-oxo-3,4-dihydro-2H-benzo[b][1,4]oxazin-7-yl)-3-(1H-indol-6-yl)urea